FC=1C(=C2N(C=C(N=C2)C)C1C(=O)N)C1=NC(=NN1)C=1N(N=C(C1O)C)CCC 7-Fluoro-8-[3-(4-hydroxy-5-methyl-2-propyl-pyrazol-3-yl)-1H-1,2,4-triazol-5-yl]-3-methyl-pyrrolo[1,2-a]pyrazine-6-carboxamide